methyl 5-(4-(1H-pyrazol-4-yl) phenoxy)-1H-1,2,3-triazole-4-carboxylate N1N=CC(=C1)C1=CC=C(OC2=C(N=NN2)C(=O)OC)C=C1